S1C=C(C2=C1C=CC=C2)C2=NC1=C(C=CC(=C1C=C2)O[C@@H](C)C2=CC=CC=C2)CC 2-(1-Benzothiophen-3-yl)-8-ethyl-5-[(1S)-1-phenylethoxy]quinoline